N[C@H](C(=O)N)CC1C(NC2=C(O1)N=CN=C2)=O (2S)-2-amino-3-(6-oxo-5H-pyrimido[4,5-b][1,4]oxazin-7-yl)propanamide